N(=NC(C(=O)NCCO)(C)C)C(C(=O)NCCO)(C)C 2,2'-azobis[2-methyl-N-(2-hydroxyethyl)propionAmid]